ClC1=C(C=C(C(=O)NC2=CC=C(C=C2)S(NC2=CC=C(C=C2)Cl)(=O)=O)C=C1)S(N)(=O)=O 4-chloro-N-(4-(N-(4-chlorophenyl)sulfamoyl)phenyl)-3-sulfamoylbenzamide